3-{[4-(4-cyanophenyl)-1H-pyrrolo[2,3-c]pyridine-1-yl]sulfonyl}benzonitrile C(#N)C1=CC=C(C=C1)C1=C2C(=CN=C1)N(C=C2)S(=O)(=O)C=2C=C(C#N)C=CC2